ClC1=NC2=CC=C(C=C2C(N1CC#C[Si](C)(C)C)=O)S(=O)(=O)NC1(CC1)C 2-chloro-N-(1-methylcyclopropyl)-4-oxo-3-(3-(trimethylsilyl)prop-2-yn-1-yl)-3,4-dihydroquinazoline-6-sulfonamide